2-chloro-9-(2-oxaspiro[3.3]hept-6-yl)-7,9-dihydro-8H-purin-8-one ClC1=NC=C2NC(N(C2=N1)C1CC2(COC2)C1)=O